O=C1N=CC2=CC=CC=C12 1-oxoisoindole